NC1=NC2=C(C=3N1N=C(N3)C3=NC=CC=C3)C(=C(N2CCN2CCN(CC2)C=2C(=CC3=C(C(=NO3)C)C2)F)C(=O)OC)C methyl 5-amino-7-(2-(4-(6-fluoro-3-methylbenzo[d]isoxazol-5-yl) piperazin-1-yl) ethyl)-9-methyl-2-(pyridin-2-yl)-7H-pyrrolo[3,2-e][1,2,4]triazolo[1,5-c]pyrimidine-8-carboxylate